2-bromo-N-(2-fluoroethyl)-N-methyl-4-pyridinamine BrC1=NC=CC(=C1)N(C)CCF